L-m-ethyl-morpholine C(C)[C@@H]1NCCOC1